FC=1C=CC(=C(C1)C(=O)N1CC2(C1)C=C(C(C(C2)(C)C)=O)C#N)OC 2-(5-fluoro-2-methoxybenzene-1-carbonyl)-8,8-dimethyl-7-oxo-2-azaspiro[3.5]non-5-ene-6-carbonitrile